ClC1=NC=CC(=C1NC(=O)C=1C=NC(=NC1)C(C)C)OC N-(2-chloro-4-methoxypyridin-3-yl)-2-isopropylpyrimidine-5-carboxamide